Cl.Cl.NCC1=CC(=C(C=C1)C=1N=C2SC3=C(N2C1)C=CC(=C3)C(=O)NCCCN3CCCCC3)Cl (4-(aminomethyl)-2-chlorophenyl)-N-(3-(piperidin-1-yl)propyl)benzo[d]imidazo[2,1-b]thiazole-7-carboxamide dihydrochloride